methyl 3-methyl-4-oxo-1-((2-(trimethylsilyl) ethoxy) methyl)-1,4,5,6,7,8-hexahydrocyclohepta[b]pyrrole-2-carboxylate CC=1C2=C(N(C1C(=O)OC)COCC[Si](C)(C)C)CCCCC2=O